OC=1C(=C(C=CC1)C#CC(=O)O)O.[Na] sodium dihydroxybenzenepropiolic acid